CC1(OB(OC1(C)C)C1=CC2=C(COC2C)C=C1)C 4,4,5,5-tetramethyl-2-(3-methyl-1,3-dihydro-2-benzofuran-5-yl)-1,3,2-dioxaborolane